N-(5-(5-(6-oxa-3-azabicyclo[3.1.1]heptan-3-yl)benzo[d]oxazol-2-yl)-8-(methylamino)-2,7-naphthyridin-3-yl)cyclopropanecarboxamide C12CN(CC(O1)C2)C=2C=CC1=C(N=C(O1)C1=C3C=C(N=CC3=C(N=C1)NC)NC(=O)C1CC1)C2